diethyl-methyl-[3-(prop-2-enylamino)propyl]ammonium chloride [Cl-].C(C)[N+](CCCNCC=C)(C)CC